C(#N)C=1C=C(C=CC1)C=1C=C2C(=NC1)NC=C2/C=C/C(=O)N[C@H](C)C2=CC(=C(C=C2)OC)OC (R,E)-3-(5-(3-cyanophenyl)-1H-pyrrolo[2,3-b]pyridin-3-yl)-N-(1-(3,4-dimethoxyphenyl)ethyl)acrylamide